phenoxyl-triethoxysilane O(C1=CC=CC=C1)[Si](OCC)(OCC)OCC